6-bromo-2-{4-[2-((2R,6S)-2,6-dimethylpiperidin-1-yl)ethoxy]phenyl}quinoline BrC=1C=C2C=CC(=NC2=CC1)C1=CC=C(C=C1)OCCN1[C@@H](CCC[C@@H]1C)C